6-((R)-3,3-difluorocyclopentyl)-4-(((R)-1-(3-(difluoromethyl)-2-fluorophenyl)ethyl)amino)-2-methylpyrido[3,4-d]pyridazine-1,7(2H,6H)-dione FC1(C[C@@H](CC1)N1C=C2C(=NN(C(C2=CC1=O)=O)C)N[C@H](C)C1=C(C(=CC=C1)C(F)F)F)F